Cl.NC1=CC(=NC(=C1)NC1=C(C=CC=C1)F)C(=O)NC1CC2=CC=CC=C2C1 4-amino-N-(2,3-dihydro-1H-inden-2-yl)-6-((2-fluorophenyl)amino)picolinamide hydrochloride